C(C)(C)SC1=C(N=C(S1)N1N=C(C=C1C(=O)O)C)N1CCCCC1 1-(5-(Isopropylthio)-4-(Piperidin-1-yl)Thiazol-2-yl)-3-Methyl-1H-Pyrazole-5-Carboxylic Acid